2-[7-[(1R,2R)-2-hydroxycyclohexyl]-5,6-dihydro-pyrrolo[2,3-c]pyridazin-3-yl]-3-methyl-5-(trifluoro-methyl)phenol O[C@H]1[C@@H](CCCC1)N1CCC2=C1N=NC(=C2)C2=C(C=C(C=C2C)C(F)(F)F)O